N-[(1r,2r)-2-[tert-butyl-(dimethyl)silyl]oxy-cyclohexyl]methanesulfonamide C(C)(C)(C)[Si](O[C@H]1[C@@H](CCCC1)NS(=O)(=O)C)(C)C